1-chloroacetone ClCC(=O)C